2-iodo-N-methyl-N-(4-nitrophenyl)aniline IC1=C(N(C2=CC=C(C=C2)[N+](=O)[O-])C)C=CC=C1